NC(CN1CCN(CC1)C(=O)OC(C)(C)C)C1=C(C=C(C=C1)F)F tert-butyl 4-[2-amino-2-(2,4-difluorophenyl)ethyl]piperazine-1-carboxylate